tetradecyl-[3-(trimethoxysilyl)propyl] chloride C(CCCCCCCCCCCCC)C(CCCl)[Si](OC)(OC)OC